N1C(=NC2=C1C=CC=C2)C2=CC(=NN2CC2=CC=C(C=C2)OC)NC(C2=CC(=C(C=C2)NCCO)Cl)=O N-[5-(1H-benzimidazol-2-yl)-1-[(4-methoxyphenyl)methyl]pyrazol-3-yl]-3-chloro-4-(2-hydroxyethylamino)benzamide